COC(=O)C1CSCCC1=O 4-oxo-tetrahydro-2H-thiopyran-3-carboxylic acid methyl ester